The molecule is a dibromophenol that is 2,4-dibromophenol substituted at position 6 by a decahydronaphthalen-1-ylmethyl group which in turn is substituted by a bromo, 4-bromo-3-chloro-4-methylpentyl group, two methyl groups and a methylidene group at positions 6, 5, 5, 8a and 2 respectively. A diterpenoid isolated from the Fijian red alga Callophycus serratus, it exhibits antibacterial, antimalarial and anticancer activities. It has a role as a metabolite, an antibacterial agent, an antimalarial and an antineoplastic agent. It is a carbobicyclic compound, a dibromophenol and an organochlorine compound. C[C@@]12CC[C@H]([C@]([C@H]1CCC(=C)[C@H]2CC3=C(C(=CC(=C3)Br)Br)O)(C)CCC(C(C)(C)Br)Cl)Br